NC1=NC=NC2=C(C(=C(C=C12)N(C)C)C)C=1C(=C(C=CC1C)O)C (R)-3-(4-amino-6-(dimethylamino)-7-methylquinazolin-8-yl)-2,4-dimethylphenol